N1(CCC(CC1)C(=O)ON1C(C2=CC=CC=C2C1=O)=O)C(=O)OC(C)(C)C 1-(tert-butyl) 4-(1,3-dioxoisoindol-2-yl) piperidine-1,4-dicarboxylate